1-(3-(trifluoromethyl)benzyl)-1H-1,2,3-triazol FC(C=1C=C(CN2N=NC=C2)C=CC1)(F)F